(3,5-Bis(octyloxy)phenyl)methanol C(CCCCCCC)OC=1C=C(C=C(C1)OCCCCCCCC)CO